4-((5-cyano-4-(4-fluorophenyl)thiazol-2-yl)(ethyl)amino)-8-fluoroquinoline-2-carboxylic acid methyl ester COC(=O)C1=NC2=C(C=CC=C2C(=C1)N(CC)C=1SC(=C(N1)C1=CC=C(C=C1)F)C#N)F